8-Bromo-5-chloro-4-hydroxy-N-methyl-2-(((5-methylisoxazol-3-yl)methyl)sulfinyl)quinoline-3-carboxamide BrC=1C=CC(=C2C(=C(C(=NC12)S(=O)CC1=NOC(=C1)C)C(=O)NC)O)Cl